5-cyclopropyl-6-(tetrahydrofuran-3-yloxy)nicotinic acid C1(CC1)C=1C(=NC=C(C(=O)O)C1)OC1COCC1